4-(8-(3-acrylamidophenyl)quinazolin-6-yl)-N-(4-cyanopyridin-2-yl)benzamide C(C=C)(=O)NC=1C=C(C=CC1)C=1C=C(C=C2C=NC=NC12)C1=CC=C(C(=O)NC2=NC=CC(=C2)C#N)C=C1